2-(2-methyl-1,3-Dioxolan-2-yl)Propan-1-amine CC1(OCCO1)C(CN)C